4-{[5-(2,1,3-benzothiadiazol-5-yl)thiophen-2-yl]methyl}-2,4-dihydro-3H-1,2,4-triazol-3-one N=1SN=C2C1C=CC(=C2)C2=CC=C(S2)CN2C(NN=C2)=O